N-[2-[4-(diphenylmethyl)-1-piperazinyl]-5-(1-piperazinylcarbonyl)phenyl]-4-methyl-benzamide C1(=CC=CC=C1)C(N1CCN(CC1)C1=C(C=C(C=C1)C(=O)N1CCNCC1)NC(C1=CC=C(C=C1)C)=O)C1=CC=CC=C1